cyclobutyl L-alaninate Hydrochloride Cl.N[C@@H](C)C(=O)OC1CCC1